ClC1=C(C(=O)OC)C(=C(C(=C1Cl)Cl)Cl)C#N methyl 2,3,4,5-tetrachloro-6-cyano-benzoate